C1(=CC=CC=C1)[C@@H]1N(OCC1)C1=CC(=NC=N1)NC=1C=C2CCNCC2=CC1 (R)-N-(6-(3-phenylisoxazolidin-2-yl)pyrimidin-4-yl)-1,2,3,4-tetrahydroisoquinolin-6-amine